CC(CO)(CO)C1=NC=CC=C1 2-methyl-2-(pyridin-2-yl)propane-1,3-diol